1-hydroxy-6-chloro-benzotriazole ON1N=NC2=C1C=C(C=C2)Cl